CC1=C(C=C(C=C1)NC(=O)C1=CC(=NC=C1)C(F)(F)F)C1=CC(=NC(=C1)C#C[C@@H](C(F)(F)F)O)N1CCOCC1 N-{4-methyl-3-[2-(morpholin-4-yl)-6-[(3S)-4,4,4-trifluoro-3-hydroxybut-1-yn-1-yl]pyridin-4-yl]phenyl}-2-(trifluoromethyl)pyridine-4-carboxamide